2,2'-(2-vinylanthracene-9,10-diylidene)bis(1,3-dithiole) C(=C)C1=CC=2C(C3=CC=CC=C3C(C2C=C1)=C1SC=CS1)=C1SC=CS1